S(=O)(=O)(O)C(C(=O)OCCCCCCCCCCCCC)CC(=O)OCCCCCCCCCCCCC bistridecyl sulfosuccinate